2,4,5-trimethylbenzenesulfonic acid CC1=C(C=C(C(=C1)C)C)S(=O)(=O)O